(5-isopropenyl-2-methyl-cyclohexyl) acetate C(C)(=O)OC1C(CCC(C1)C(=C)C)C